1-[3-(Dimethylamino)propyl]-3-Ethylcarbodiimide CN(CCCN=C=NCC)C